(14S,17S)-15-[1-(2,4-difluorophenyl)pyrazolo[3,4-d]pyrimidin-4-yl]-12-methyl-6-nitro-8,12,15,18,23-pentazatetracyclo[17.3.1.114,17.02,7]tetracosa-1(23),2,4,6,19,21-hexaen-13-one FC1=C(C=CC(=C1)F)N1N=CC=2C1=NC=NC2N2[C@@H]1C(N(CCCNC3=C(C=CC=C3C=3C=CC=C(N[C@H](C2)C1)N3)[N+](=O)[O-])C)=O